ClC1=C(C=C(C=C1)Cl)C1=NC(=NC=C1)C(=O)NC=1C(=C(OCCN(C(OC(C)(C)C)=O)C)C=CC1C)C tert-Butyl (2-(3-(4-(2,5-dichlorophenyl)pyrimidine-2-carboxamido)-2,4-dimethylphenoxy)ethyl)(methyl)carbamate